5-mercapto-3-phenyl-1,3,4-thiadiazole-2(3H)-thione potassium salt [K].SC1=NN(C(S1)=S)C1=CC=CC=C1